BrC=1C=NN(C1)CC(C)(C)N(C(OC(C)(C)C)=O)C tert-butyl (1-(4-bromo-1H-pyrazol-1-yl)-2-methylpropan-2-yl)(methyl)carbamate